3,5-dimethyl-1,4-di-p-toluenesulfonyl-1H-pyrazole CC1=NN(C(=C1S(=O)(=O)C1=CC=C(C)C=C1)C)S(=O)(=O)C1=CC=C(C)C=C1